N-methyl-2-hydroxy-N,N-dimethylethanaminium chloride [Cl-].C[N+](CCO)(C)C